(R)-1-(difluoromethylene)-5-(4-methyl-6-((1-methylpiperidin-3-yl)amino)pyridazin-3-yl)-2,3-dihydro-1H-inden-4-ol FC(=C1CCC=2C(=C(C=CC12)C=1N=NC(=CC1C)N[C@H]1CN(CCC1)C)O)F